NC1=CC=C2C(=N1)CC[C@H]2NC([C@H](C)NC(=O)[C@@H]2NC(C[C@@H](C2)C2=C(C=CC=C2)F)=C=O)=O (2R,4R)-N-((S)-1-(((R)-2-amino-6,7-dihydro-5H-cyclopenta[b]pyridin-5-yl)amino)-1-oxopropan-2-yl)-4-(2-fluorophenyl)-6-carbonylpiperidine-2-carboxamide